CC1C(CNC1)NC1=CC=C(C(=O)N)C=C1 4-[(4-methylpyrrolidin-3-yl)amino]benzamide